C(C(C)C)(=O)C=1N=C(C=2N=CN([C@H]3C[C@H](O)[C@@H](CO)O3)C2N1)N 2-isobutyryl-deoxyadenosine